(2R)-2-[di(cyclobutyl)carbamoylamino]-4-[2-(1-methylethoxy)ethyl-[4-(5,6,7,8-tetrahydro-1,8-naphthyridin-2-yl)butyl]amino]butanoic acid C1(CCC1)N(C(=O)N[C@@H](C(=O)O)CCN(CCCCC1=NC=2NCCCC2C=C1)CCOC(C)C)C1CCC1